6-chloro-5-nitro-2-pyridinecarboxylic acid ClC1=C(C=CC(=N1)C(=O)O)[N+](=O)[O-]